N-(3-(((3-isopropyl-5-(piperidine-4-yl)pyrazolo[1,5-a]pyrimidin-7-yl)amino)methyl)phenyl)cyclobut-1-ene-1-carboxamide C(C)(C)C=1C=NN2C1N=C(C=C2NCC=2C=C(C=CC2)NC(=O)C2=CCC2)C2CCNCC2